ClC=1C=C2C(=NC1O)C(=C(N2)C2=NN=C(N2)C(F)(F)F)C=2C=NNC2 6-chloro-3-(1H-pyrazol-4-yl)-2-(5-(trifluoromethyl)-4H-1,2,4-triazol-3-yl)-1H-pyrrolo[3,2-b]pyridin-5-ol